FC(N1N=C2C(=CC(=CC2=C1)C=1C(=CC(=C(C1)NC(=O)N1C[C@@H](CC1)CC(F)(F)F)F)C)N1CCOCC1)F (S)-N-(5-(2-(Difluoromethyl)-7-morpholino-2H-indazol-5-yl)-2-fluoro-4-methylphenyl)-3-(2,2,2-trifluoroethyl)pyrrolidine-1-carboxamide